C(CCCCCCCCCCCCCCCCC)(=O)O.C(C(C)O)O propyleneglycol monostearate